C1(=CC=CC=C1)N1C(NC2=C1C=CC=C2)=S 1-phenyl-1,3-dihydro-benzimidazole-2-thione